C(CCCCCCCCCCCCCCCCC)OC=1C=C(C(=O)N2CCN(CC2)C(=O)C=2C=C3CNC(C3=CC2)=O)C=C(C1OCCCCCCCCCCCCCCCCCC)OCCCCCCCCCCCCCCCCCC 5-(4-(3,4,5-tris(octadecyloxy)benzoyl)piperazine-1-carbonyl)isoindolin-1-one